C(C1CO1)C1=C(C(=C(C(=C1C(=O)[O-])C(=O)[O-])C(=O)[O-])CC1CO1)CC1CO1 Triglycidyl-1,2,3-benzenetricarboxylate